N-[2-(4-chlorophenyl)ethyl]-5,6-dihydroxy-2,3-dihydro-1H-isoindole-2-carbothioamide ClC1=CC=C(C=C1)CCNC(=S)N1CC2=CC(=C(C=C2C1)O)O